(S*)-1-(7-fluoro-10H-benzo[5,6][1,4]dioxepino[2,3-b]pyridin-10-yl)-N-methylmethanamine FC=1C=CC2=C(OC=3C(=NC=CC3)O[C@@H]2CNC)C1 |o1:14|